N-pelargonic acid CCCCCCCCC(=O)O